COC(CC[C@H]1C(NCCC1)=O)=O 3-((S)-2-oxopiperidin-3-yl)propanoic acid methyl ester